4,6-dichloro-2-(4-(methylsulfonyl)benzyl)-5-(2-(trifluoromethoxy)phenyl)-1H-benzo[d]imidazole ClC1=C(C(=CC=2NC(=NC21)CC2=CC=C(C=C2)S(=O)(=O)C)Cl)C2=C(C=CC=C2)OC(F)(F)F